C(C)OC([C@H](CC(C(=O)C1=CC2=CC=CC=C2C=C1)C1=CC=C(C=C1)[N+](=O)[O-])F)=O (S)-2-fluoro-5-(naphthalen-2-yl)-4-(4-nitrophenyl)-5-oxopentanoic acid ethyl ester